ClC=1C=C(C=C(C1F)Cl)C1=C(C=CC=C1)S 3,5-dichloro-4-fluorophenylthiophenol